1-chloro-1,1,2,2,3,3-hexafluoropropane ClC(C(C(F)F)(F)F)(F)F